[Al].CC1C(C(CCC1)C(=O)O)C(=O)O 3-methylcyclohexane-1,2-dicarboxylic acid aluminum